ClCCCCCCOCCOCCNC(=O)C1=CC=C2C(OC3(C4=CC=C(C=C4OC=4C=C(C=CC34)N3CC(C3)C(=O)OC)N3CC(C3)C(=O)OC)C2=C1)=O dimethyl 1,1'-(6-((2-(2-((6-chlorohexyl)oxy)ethoxy)ethyl)carbamoyl)-3-oxo-3H-spiro[isobenzofuran-1,9'-xanthene]-3',6'-diyl)bis(azetidine-3-carboxylate)